FC1=C(C=CC=C1)C1=CC(=CC=C1)[C@H]1C[C@@H](CC2=CC=CC=C12)N(C)C Trans-4-(2'-fluoro-[1,1'-biphenyl]-3-yl)-N,N-dimethyl-1,2,3,4-tetrahydronaphthalen-2-amine